NC1=C(N=C2N1C=CC=C2C2=C(C=CC(=C2)C#N)OC)C(=O)NC2CC(C2)C 3-Amino-8-(5-cyano-2-methoxyphenyl)-N-(3-methylcyclobutyl)imidazo[1,2-a]pyridine-2-carboxamide